1-[2-(benzyloxy)ethyl]-N1-methyl-N3-(3-methyl-2-nitrophenyl)propane-1,3-diamine C(C1=CC=CC=C1)OCCC(CCNC1=C(C(=CC=C1)C)[N+](=O)[O-])NC